P(O)(=O)(OP(=O)(O)OP(=O)(O)O)OC[C@@H]1[C@H]([C@H]([C@@H](O1)N1C(=O)NC(=O)C=C1)OC(C)=O)O 2'-O-acetyluridine triphosphate